4-[[2-[(3-chloro-2,4,5,6-tetrafluoro-phenyl)sulfonyl-[(2-cyanophenyl)methyl]amino]acetyl]-[(3,5-dicyclopropylphenyl)methyl]amino]-3-ethoxy-benzoic acid ClC=1C(=C(C(=C(C1F)F)F)S(=O)(=O)N(CC(=O)N(C1=C(C=C(C(=O)O)C=C1)OCC)CC1=CC(=CC(=C1)C1CC1)C1CC1)CC1=C(C=CC=C1)C#N)F